(E,Z)-8,11-hexadecadienol C(CCCCCC\C=C\C\C=C/CCCC)O